C(#N)C1=C(C=CC(=N1)C1=C(C=C(C=C1)S(=O)(=O)N[C@H]1C[C@H](CC1)O)C)F 4-(6-cyano-5-fluoropyridin-2-yl)-N-((1R,3S)-3-hydroxycyclopentyl)-3-methylbenzenesulfonamide